BrC=1C=C(C=NC1)N1N=C(C=2CCCC(C12)C(=O)O)C(F)(F)F 1-(5-bromo-3-pyridinyl)-3-(trifluoromethyl)-4,5,6,7-tetrahydroindazole-7-carboxylic acid